C(CCCCC)C(C(C(=O)O)(CCCCCCCCCC)CCCCCCCC)CCC(=O)O.C(C=1C(C(=O)OCCCCCCC(C)C)=CC=CC1)(=O)OCCCCCCC(C)C Diisononyl phthalate hexyloctyl-decyl-adipate